2-methyl-7-(methylamino)-1,6-naphthyridin-4(1H)-one CC=1NC2=CC(=NC=C2C(C1)=O)NC